C(C)(C)(C)OC(=O)N1CCC(CC1)OS(=O)(=O)C1=CC=C(C)C=C1 4-(p-toluenesulfonyloxy)piperidine-1-carboxylic acid tert-butyl ester